(5-amino-2-hydroxyphenyl)pentanamide NC=1C=CC(=C(C1)C(C(=O)N)CCC)O